tert-butyl ((4-bromo-6-ethylquinolin-8-yl)methyl)(methyl)carbamate BrC1=CC=NC2=C(C=C(C=C12)CC)CN(C(OC(C)(C)C)=O)C